(Z)-3-(7-cyano-1H-indazol-6-yl)-2-fluoro-N-(5-fluoro-2,4-dimethylpyridin-3-yl)acrylamide C(#N)C=1C(=CC=C2C=NNC12)\C=C(\C(=O)NC=1C(=NC=C(C1C)F)C)/F